3-((1,3-dioxoisoindolin-2-yl)methyl)benzothioamide O=C1N(C(C2=CC=CC=C12)=O)CC=1C=C(C(N)=S)C=CC1